FC1=C(C=C(C=C1)C(N)C)C1=NC=2C=CNC(C2C(=C1)NC1=NC=C(C=C1)N1CCC(CC1)O)=O 2-[2-fluoro-5-(methyl-amino-methyl)phenyl]-4-[[5-(4-hydroxy-1-piperidyl)-2-pyridyl]amino]-6H-1,6-naphthyridin-5-one